1-[4-[6-[5-[[6-(cyclopropyloxy)pyrazin-2-yl]amino]-1-methyl-pyrazol-4-yl]-5-fluoro-3-pyridinyl]phenyl]cyclopropanecarboxylic acid C1(CC1)OC1=CN=CC(=N1)NC1=C(C=NN1C)C1=C(C=C(C=N1)C1=CC=C(C=C1)C1(CC1)C(=O)O)F